3-(5-amino-8-(pyrazolo[1,5-b]pyridazin-3-yl)-2-(pyridin-2-ylmethyl)-[1,2,4]triazolo[1,5-c]pyrimidin-7-yl)benzonitrile NC1=NC(=C(C=2N1N=C(N2)CC2=NC=CC=C2)C=2C=NN1N=CC=CC12)C=1C=C(C#N)C=CC1